(R)-N-(6-(1-methyl-1H-imidazol-5-yl)isoquinolin-3-yl)-2-(3-methylmorpholinyl)acetamide CN1C=NC=C1C=1C=C2C=C(N=CC2=CC1)NC(CN1[C@@H](COCC1)C)=O